C(C)OC(=O)N1CC2(C1)CC(C2)N2CCC(CC2)N2[C@H](CCC2=O)C 6-{4-[(2S)-2-methyl-5-oxopyrrolidin-1-yl]piperidin-1-yl}-2-azaspiro[3.3]heptane-2-carboxylic acid ethyl ester